p-methylthio-meta-cresol CSC=1C(=CC(=CC1)O)C